N-(4-chloro-2-methoxyphenyl)-6-(4-(trifluoromethyl)phenyl)pyrazine-2-carboxamide ClC1=CC(=C(C=C1)NC(=O)C1=NC(=CN=C1)C1=CC=C(C=C1)C(F)(F)F)OC